O[C@H]1[C@@H]([C@@H](CC1)C(NC1=CC(=CC=C1)S(=O)(=O)C(F)(F)F)=O)NC(OC(C)(C)C)=O |r| rac-tert-Butyl ((1R,2R,5R)-2-hydroxy-5-((3-((trifluoromethyl)sulfonyl)phenyl)carbamoyl)cyclopentyl)carbamate